FC=1C(=C2C(=NC1)NC=C2)C2(CC1CCC(C2)N1C(=O)OC(C)(C)C)O tert-butyl 3-(5-fluoro-1H-pyrrolo[2,3-b]pyridin-4-yl)-3-hydroxy-8-azabicyclo[3.2.1]octane-8-carboxylate